6-[(1R)-2-benzyloxy-1-methyl-pent-4-enoxy]-3-nitro-5-(trifluoromethyl)pyridine-2-carboxylic acid methyl ester COC(=O)C1=NC(=C(C=C1[N+](=O)[O-])C(F)(F)F)O[C@@H](C(CC=C)OCC1=CC=CC=C1)C